3-((4-chloro-1-methyl-1H-pyrazol-5-yl)methyl)-2-((5-fluoro-6-methoxypyridin-3-yl)methyl)isoindolin-1-one (+)-(2R)-methyl-2-amino-3-(3-(1-ethoxyethyl)-5-fluorobenzamido)propanoate COC([C@@H](CNC(C1=CC(=CC(=C1)F)C(C)OCC)=O)N)=O.ClC=1C=NN(C1CC1N(C(C2=CC=CC=C12)=O)CC=1C=NC(=C(C1)F)OC)C